2-[4,6-bis(trifluoromethyl)-1,3,5-triazin-2-yl]-6-chloro-1-[(oxetan-2-yl)methyl]-2,3,4,9-tetrahydro-1H-pyrido[3,4-b]indole FC(C1=NC(=NC(=N1)C(F)(F)F)N1C(C=2NC3=CC=C(C=C3C2CC1)Cl)CC1OCC1)(F)F